ClC=1C=C2C=NNC2=CC1OCC=1N=C(OC1)C 5-chloro-6-[(2-methyl-1,3-oxazol-4-yl)methoxy]-1H-indazole